(3,5-diformylphenyl)boronic acid C(=O)C=1C=C(C=C(C1)C=O)B(O)O